CCC=CC=CCC 3,5-octadien